S(N)(=O)(=O)C1=C(SC=C1)C(=O)O 3-(sulfamoyl)thiophene-2-carboxylic acid